C=CCNC1=NC(=NC(=N1)N2CCN(CC2)C(C3=CC=C(C=C3)F)C4=CC=C(C=C4)F)NCC=C The molecule is a triamino-1,3,5-triazine compound having allylamino substituents at the 2- and 4-positions and a 4-(bis(p-fluorophenyl)methyl)-1-piperazinyl group at the 6-position. It has a role as a central nervous system stimulant. It is a triamino-1,3,5-triazine and a member of piperazines.